ClC1=CC=C(C=C1)C(C(=O)O)N1C(C2=CC=CC=C2C(C1C1=CC=C(C=C1)Cl)C(NCCOC)=O)=O (4-Chloro-phenyl)-[3-(4-chloro-phenyl)-4-(2-methoxy-ethylcarbamoyl)-1-oxo-3,4-dihydro-1H-isoquinolin-2-yl]-acetic acid